(cis)-3-nonenal C(C\C=C/CCCCC)=O